3-(2-{3-[2-(3-mercapto-propyl)-5-methyl-[1,3,2]dioxasilinan-2-yloxy]-2-methyl-propoxy}-5-methyl-[1,3,2]dioxasilinan-2-yl)-propane-1-thiol SCCC[Si]1(OCC(CO1)C)OCC(CO[Si]1(OCC(CO1)C)CCCS)C